C(#N)CC(CCC(C(=O)OC)(C1=CC=CC=C1)C1=CC=CC=C1)C(=O)OC Dimethyl 5-(cyanomethyl)-2,2-diphenylhexanedioate